(5S,12S,23S)-12-((2-carboxyethyl)carbamoyl)-6,10,18,22-tetraoxo-7,11,17,21-tetraazaheptacosane-1,5,23,27-tetraaminium C(=O)(O)CCNC(=O)[C@@H](NC(CCNC([C@H](CCCC[NH3+])[NH3+])=O)=O)CCCCNC(CCNC([C@H](CCCC[NH3+])[NH3+])=O)=O